C1(CC1)NC(CCC1=CC(=CC=C1)B1OC(C(O1)(C)C)(C)C)=O N-cyclopropyl-3-(3-(4,4,5,5-tetramethyl-1,3,2-dioxaborolan-2-yl)phenyl)propanamide